BrC=1C(=C(C=CC1)C=1SC2=C(N1)C=CC(=C2)C=O)C 2-(3-bromo-2-methylphenyl)benzo[d]thiazole-6-carbaldehyde